ClC(=O)C1=C(C=CC(=C1)N1C(C=CC1=O)=O)CCC(=O)OC1=C(C(=CC(=C1F)F)F)F (2,3,5,6-tetrafluorophenyl) 3-[2-chlorocarbonyl-4-(2,5-dioxopyrrol-1-yl)phenyl]propanoate